(3R)-3-amino-5,5,7-trifluoro-1-[[4-(4-methoxyphenyl)phenyl]methyl]-8-[5-(1-methyl-1-methylsulfonyl-ethyl)-1,3,4-oxadiazol-2-yl]-3,4-dihydro-1-benzazepin-2-one N[C@H]1C(N(C2=C(C(C1)(F)F)C=C(C(=C2)C=2OC(=NN2)C(C)(S(=O)(=O)C)C)F)CC2=CC=C(C=C2)C2=CC=C(C=C2)OC)=O